BrC=1C(N(N=CC1N[C@H]1CN(C[C@H](C1)C1=CC=C(C=C1)CCl)C)C)=O 4-bromo-5-[[(3R,5R)-5-[4-(chloromethyl)phenyl]-1-methyl-3-piperidyl]amino]-2-methyl-pyridazin-3-one